3-((7-(7-chloro-4-(((S)-piperidin-3-yl)oxy)-2,3-dihydro-1H-inden-5-yl)thieno[3,2-b]pyridin-2-yl)methyl)-6,6-dimethyl-3-azabicyclo[3.1.0]hexane-2,4-dione ClC=1C=C(C(=C2CCCC12)O[C@@H]1CNCCC1)C1=C2C(=NC=C1)C=C(S2)CN2C(C1C(C1C2=O)(C)C)=O